C(C)(C)N[Si](O[Si](C)(C)C)(O[Si](C)(C)C)O[Si](C)(C)C 3-isopropylamino-3-(trimethylsiloxy)-1,1,1,5,5,5-hexamethyltrisiloxane